(-)-6-(difluoromethyl-d)-8-((1R,2S)-2-methylcyclopentyl)-2-((1-(methylsulfonyl)piperidin-4-yl-4-d)-amino)pyrido[2,3-d]pyrimidin-7(8H)-one FC(C1=CC2=C(N=C(N=C2)NC2(CCN(CC2)S(=O)(=O)C)[2H])N(C1=O)[C@H]1[C@H](CCC1)C)([2H])F